Cl.FC(OC=1C=C(C=CC1)[C@H](CCC(F)F)N)F (S)-1-(3-(difluoromethoxy)phenyl)-4,4-difluorobutan-1-amine hydrochloride